BrC1=C(N=C2N(C1=O)C=CC=C2)N[C@@H]2C[C@@H](CN(C2)C)C2=CC=C(OCC(=O)N1CC(C1)COC1=C3C(N(C(C3=CC=C1)=O)C1C(NC(CC1)=O)=O)=O)C=C2 4-[[1-[2-[4-[(3R,5R)-5-[(3-Bromo-4-oxo-pyrido[1,2-a]pyrimidin-2-yl)amino]-1-methyl-3-piperidyl]phenoxy]acetyl]azetidin-3-yl]methoxy]-2-(2,6-dioxo-3-piperidyl)isoindoline-1,3-dione